CON(C(=O)C1=NN(C=C1)CC=1SC(=CC1)C1=NOC(=N1)C(F)(F)F)C N-methoxy-N-methyl-1-[[5-[5-(trifluoromethyl)-1,2,4-oxadiazol-3-yl]-2-thienyl]methyl]pyrazole-3-carboxamide